C1(CC1)C(=O)C1=CN(C=2N=CN=C(C21)N[C@H]2CN(CCC2)C(=O)OC(C)(C)C)COCC[Si](C)(C)C tert-butyl (R)-3-((5-(cyclopropanecarbonyl)-7-((2-(trimethylsilyl)ethoxy)methyl)-7H-pyrrolo[2,3-d]pyrimidin-4-yl)amino)piperidine-1-carboxylate